tert-butyl 5-((2-(3-(dimethylamino)azetidin-1-yl)-8-methoxy-3-nitro-1,7-naphthyridin-4-yl)amino)-2-azabicyclo[2.1.1]hexane-2-carboxylate CN(C1CN(C1)C1=NC2=C(N=CC=C2C(=C1[N+](=O)[O-])NC1C2CN(C1C2)C(=O)OC(C)(C)C)OC)C